[1-sec-Butyl-5-(1-ethyl-1H-pyrazol-4-yl)-1H-pyrazolo[4,3-d]pyrimidin-7-yl]-((R)-cyclopropyl-quinolin-3-yl-methyl)-amin C(C)(CC)N1N=CC=2N=C(N=C(C21)N[C@@H](C=2C=NC1=CC=CC=C1C2)C2CC2)C=2C=NN(C2)CC